N-[(2S)-1-oxo-3-[(3S)-2-oxopyrrolidin-3-yl]propan-2-yl]-hexahydro-1H-cyclopenta[c]pyrrole-1-carboxamide O=C[C@H](C[C@H]1C(NCC1)=O)NC(=O)C1NCC2C1CCC2